(α,α,α,2,3,5,6-heptafluoro-o-tolyl)hydrazine tert-butyl-(2-(4-(4,4,5,5-tetramethyl-1,3,2-dioxaborolan-2-yl)-1H-pyrazol-1-yl)ethyl)carbamate C(C)(C)(C)N(C(O)=O)CCN1N=CC(=C1)B1OC(C(O1)(C)C)(C)C.FC(C1C(C(=CC(=C1F)F)F)(F)NN)(F)F